N1(N=CN=C1)CC=1C=C(C=C(C1)C(C#N)(C)C)C(C#N)(C)C 2,2'-(5-((1H-1,2,4-triazol-1-yl)methyl)-1,3-phenylene)bis(2-methylpropanenitrile)